(3,3-diphenyl)alanine C1(=CC=CC=C1)C([C@H](N)C(=O)O)C1=CC=CC=C1